3-[4-(chloromethyl)-3-methyl-2-oxo-benzimidazol-1-yl]piperidine ClCC1=CC=CC=2N(C(N(C21)C)=O)C2CNCCC2